2-{2-[(1H-1,3-Benzodiazol-2-ylmethyl)amino]ethyl}-N-[(3-fluoropyridin-4-yl)methyl]-1,3-thiazole-4-carboxamide N1C(=NC2=C1C=CC=C2)CNCCC=2SC=C(N2)C(=O)NCC2=C(C=NC=C2)F